ClC=1C=C(C=NC1OCC1CC1)NC1=NC=NC2=CC=C(C=C12)O[C@@H]1CN(CC1)C(=O)OC(C)(C)C tert-Butyl (3S)-3-[4-[[5-chloro-6-(cyclopropylmethoxy)-3-pyridyl]amino]quinazolin-6-yl]oxypyrrolidine-1-carboxylate